[2-[(3R,5S)-4-[(1-benzyloxycarbonyl-4-piperidyl)methyl]-3,5-dimethyl-piperazin-1-yl]-4-pyridyl]boronic acid C(C1=CC=CC=C1)OC(=O)N1CCC(CC1)CN1[C@@H](CN(C[C@@H]1C)C1=NC=CC(=C1)B(O)O)C